C1(CCCC1)C1=CC(=C(C(=C1)F)NC(C1=C(C=CC(=C1)[N+](=O)[O-])SC1=NN=CN1CCCOC)=O)F N-(4-cyclopentyl-2,6-difluorophenyl)-2-{[4-(3-methoxypropyl)-4H-1,2,4-triazol-3-yl]sulfanyl}-5-nitrobenzamide